ClC1=CC=CC2=C1C(=NO2)NS(=O)(=O)C2=C(C=CC(=C2)N2N=CC=C2)C N-(4-chlorobenzo[d]isoxazol-3-yl)-2-methyl-5-(1H-pyrazol-1-yl)benzenesulfonamide